[((tert-butoxycarbonyl)(methyl)amino)amino]-3-cyclopropylpropanoate C(C)(C)(C)OC(=O)N(C)NC(C(=O)[O-])CC1CC1